(6-bromo-1-benzothiophen-2-yl)methanol BrC1=CC2=C(C=C(S2)CO)C=C1